(S)-tert-butyl 2-(methoxymethyl)-5-(trifluoromethyl)indoline-1-carboxylate COC[C@H]1N(C2=CC=C(C=C2C1)C(F)(F)F)C(=O)OC(C)(C)C